7-(pyrazol-1-ylmethyl)-2-(4-pyridyl)-12-oxa-3-thia-6-azatricyclo[6.4.1.04,13]trideca-1,4(13),7-trien-5-one N1(N=CC=C1)CC=1NC(C=2SC(=C3OCCCC1C32)C3=CC=NC=C3)=O